(R)-2-((4-bromopyridin-2-yl)oxy)propan-1-ol t-butyl-1-(carbonochloridoyl)-6-azaspiro[2.5]octane-6-carboxylate C(C)(C)(C)C1(CC12CCN(CC2)C(=O)OC[C@@H](C)OC2=NC=CC(=C2)Br)C(=O)Cl